4-(5-fluoro-2-methoxy-4-(4-(4-methylpiperazin-1-yl)piperidine-1-yl)phenyl)-N6-(2-(2-fluorophenyl)pyridin-4-yl)pyrimidine-4,6-diamine FC=1C(=CC(=C(C1)C1(NC=NC(=C1)NC1=CC(=NC=C1)C1=C(C=CC=C1)F)N)OC)N1CCC(CC1)N1CCN(CC1)C